6-((1R,3r,5S,6r)-6-(1-isopropyl-3-(3-(trifluoromethyl)phenyl)-1H-pyrazol-5-yl)bicyclo[3.1.0]hexan-3-yl)-2-thia-6-azaspiro[3.4]octane 2,2-dioxide C(C)(C)N1N=C(C=C1C1[C@H]2CC(C[C@@H]12)N1CC2(CS(C2)(=O)=O)CC1)C1=CC(=CC=C1)C(F)(F)F